diisocyanatomethylethylhexane N(=C=O)C(N=C=O)C(CCCCC)CC